1-(5-(4-((1-(4-(2-butyl-1-oxo-1,2-dihydro-2,7-naphthyridin-4-yl)-2,5-dimethoxybenzyl)piperidin-4-yl)oxy)piperidine-1-carbonyl)-2-methoxyphenyl)dihydropyrimidine-2,4(1H,3H)-dione C(CCC)N1C(C2=CN=CC=C2C(=C1)C1=CC(=C(CN2CCC(CC2)OC2CCN(CC2)C(=O)C=2C=CC(=C(C2)N2C(NC(CC2)=O)=O)OC)C=C1OC)OC)=O